tert-butyl 8-(2-(2-(cyanomethyl)azetidin-1-yl)-7,7-difluoro-6,7-dihydro-5H-cyclopenta[d]pyrimidin-4-yl)-2,3-dihydrobenzo[f][1,4]thiazepine-4(5H)-carboxylate 1,1-dioxide C(#N)CC1N(CC1)C=1N=C(C2=C(N1)C(CC2)(F)F)C2=CC1=C(CN(CCS1(=O)=O)C(=O)OC(C)(C)C)C=C2